C1CC12NCC(CC2)NC2=NC=C(C(=N2)C2=CNC=1C(N(CCCC12)CC1COC1)=O)C(F)(F)F 3-[2-({4-azaspiro[2.5]octan-6-yl}amino)-5-(trifluoromethyl)pyrimidin-4-yl]-7-[(oxetan-3-yl)methyl]-1H,4H,5H,6H,7H,8H-pyrrolo[2,3-c]azepin-8-one